CC(C(C=CC)=O)=C(C(C)C)C 5,6,7-TRIMETHYLOCTA-2,5-DIEN-4-ONE